tert-butyl 3-[4-(5-chloro-2-fluoro-anilino)pyrido[3,2-d]pyrimidin-6-yl]piperidine-1-carboxylate ClC=1C=CC(=C(NC=2C3=C(N=CN2)C=CC(=N3)C3CN(CCC3)C(=O)OC(C)(C)C)C1)F